NC=1C=2N(C3=CC(=C(C=C3N1)F)C(=O)N(C)[C@H](C(F)F)C1=C(C=C(C=C1)OC(F)F)F)C=NC2 (S)-4-amino-N-(1-(4-(difluoromethoxy)-2-fluorophenyl)-2,2-difluoroethyl)-7-fluoro-N-methylimidazo[1,5-a]quinoxaline-8-carboxamide